CN1C(=NN=C1)C1=C(C=CC=C1)C1=C2C(=NC(=C1)N1C(C3=CC=CC(=C3C1)C(F)(F)F)=O)NC=C2 2-(4-(2-(4-Methyl-4H-1,2,4-triazol-3-yl)phenyl)-1H-pyrrolo[2,3-b]pyridin-6-yl)-4-(trifluoromethyl)isoindolin-1-one